O(CC(=O)N(CCCCCCCC)CCCCCCCC)CC(=O)N(CCCCCCCC)CCCCCCCC 2,2'-oxydi(N,N-dioctyl-acetamide)